N-(3-(cyclopentyloxy)-4-(4-methylpiperazin-1-yl)phenyl)-7-((tetrahydrofuran-2-yl)methyl)-7H-pyrrolo[2,3-d]pyrimidin-2-amine C1(CCCC1)OC=1C=C(C=CC1N1CCN(CC1)C)NC=1N=CC2=C(N1)N(C=C2)CC2OCCC2